ethyl 5-bromo-2-methylbenzo[1,2-b:3,4-b']difuran-3-carboxylate BrC1=CC2=C(OC(=C2C(=O)OCC)C)C2=C1OC=C2